1-((1-((benzyloxy)carbonyl)piperidin-4-yl)methyl)-2-butyl-1H-imidazo[4,5-d]thieno[3,2-b]pyridine-5-oxide C(C1=CC=CC=C1)OC(=O)N1CCC(CC1)CN1C(=NC=2C1=C1C(=[N+](C2)[O-])C=CS1)CCCC